oxaborin O1BC=CC=C1